BrC1=NN=C(S1)C1(CCC1)O 1-(5-bromo-1,3,4-thiadiazol-2-yl)cyclobutanol